CN1C(=NN=C1)C1(CN(C1)S(=O)(=O)C)C=1C=C(C=CC1)N1CC2=C(C=C(C=C2C1=O)CN(C(OC(C)(C)C)=O)C1(CCC1)C)C(F)(F)F tert-butyl ((2-(3-(3-(4-methyl-4H-1,2,4-triazol-3-yl)-1-(methylsulfonyl)azetidin-3-yl)phenyl)-3-oxo-7-(trifluoromethyl)isoindolin-5-yl)methyl)(1-methylcyclobutyl)carbamate